3-chloro-5-chloroformyl-2-pyridinecarboxylic acid methyl ester COC(=O)C1=NC=C(C=C1Cl)C(=O)Cl